acryloxyoctylethoxysilane C(C=C)(=O)OCCCCCCCC[SiH2]OCC